C[C@@H]1[C@H](CC2=CC(=CC=C12)C1=NC=CC=C1)C(=O)N1CCC2=CC=C(C=C12)S(=O)(=O)N 1-((1R,2S)-1-methyl-5-(pyridin-2-yl)-2,3-dihydro-1H-indene-2-carbonyl)indoline-6-sulfonamide